O1CCC(=CC1)C1=C(C=C(C=C1)F)C1CCN(CC1)[C@@H]1COC2(CN(C2)C(=O)OC(C)(C)C)C1 Tert-butyl (S)-7-(4-(2-(3,6-dihydro-2H-pyran-4-yl)-5-fluorophenyl) piperidin-1-yl)-5-oxa-2-azaspiro[3.4]octane-2-carboxylate